C(C)O[C@H]1C[C@@H](N(CC1)C1CCOC2=C1C=1C=CNC1C(=C2)C)C2=CC=C(C(=O)O)C=C2 4-((2R,4R)-4-ethoxy-1-(4-methyl-3,7,8,9-tetrahydropyrano[3,2-e]indol-9-yl)piperidin-2-yl)benzoic acid